2-((2R,3S)-3-(3,4-bis(benzyloxy)phenyl)-2,3-dihydroxypropyl)benzene-1,3,5-triol C(C1=CC=CC=C1)OC=1C=C(C=CC1OCC1=CC=CC=C1)[C@@H]([C@@H](CC1=C(C=C(C=C1O)O)O)O)O